{[(2R,3R,4R,5R,6R)-3-acetamido-4,5-dihydroxy-6-(hydroxymethyl)oxan-2-yl]oxy}pentanamide C(C)(=O)N[C@H]1[C@H](O[C@@H]([C@@H]([C@@H]1O)O)CO)OC(C(=O)N)CCC